N1CC(C1)COC1=CNC=2N=NC(=CC21)C2=C(C=CC=C2)O 2-[5-(azetidin-3-ylmethoxy)-7H-pyrrolo[2,3-c]pyridazin-3-yl]phenol